O=C1CC[C@H](N1CC1=C(C(=CC(=C1)F)F)F)CC(=O)N[C@@H](C(C)C)C(=O)OCC ethyl (2-((S)-5-oxo-1-(2,3,5-trifluorobenzyl)-pyrrolidin-2-yl)acetyl)valinate